tert-butyl-[[6-(5-iodo-2-isopropyl-1,2,4-triazol-3-yl)-3-bicyclo[3.1.0]hexanyl]oxy]-diphenyl-monosilane C(C)(C)(C)[Si](C1=CC=CC=C1)(C1=CC=CC=C1)OC1CC2C(C2C1)C=1N(N=C(N1)I)C(C)C